3-(1-(2-Aminophenyl)-4-fluoro-1H-indol-2-yl)-1-methylpyrrolidine-2,5-dione NC1=C(C=CC=C1)N1C(=CC2=C(C=CC=C12)F)C1C(N(C(C1)=O)C)=O